CN1N=C(N=C1NCCC(F)(F)F)C1=CC=C(C=O)C=C1 4-[1-methyl-5-(3,3,3-trifluoropropylamino)-1,2,4-triazol-3-yl]benzaldehyde